bis(cyclopentadienyl)bis[2,6-difluoro-3-(N-benzyl-2,2-dimethylpentanoylamino)phenyl]titanium C1(C=CC=C1)[Ti](C1=C(C(=CC=C1F)N(CC1=CC=CC=C1)C(C(CCC)(C)C)=O)F)(C1=C(C(=CC=C1F)N(CC1=CC=CC=C1)C(C(CCC)(C)C)=O)F)C1C=CC=C1